tert-Butyl N-[2-[5-[1-benzyloxy-1-(trifluoromethyl)pent-4-enyl]-1,3,4-oxadiazol-2-yl]-6-(1-methylpent-4-enyl)-5-(trifluoromethyl)-3-pyridyl]carbamate C(C1=CC=CC=C1)OC(CCC=C)(C(F)(F)F)C1=NN=C(O1)C1=NC(=C(C=C1NC(OC(C)(C)C)=O)C(F)(F)F)C(CCC=C)C